4-[cyclopropyl-[4-(5,6,7,8-tetrahydro-1,8-naphthyridin-2-yl)butyl]amino]-2-[(2,6-difluorophenyl)methoxycarbonylamino]butanoic acid C1(CC1)N(CCC(C(=O)O)NC(=O)OCC1=C(C=CC=C1F)F)CCCCC1=NC=2NCCCC2C=C1